1,2,3,9,12,15-hexahydro-10H,13H-benzo[de]pyrano[3',4':6,7]indolizino[1,2-b]quinoline-10,13-dione methanesulfonate CS(=O)(=O)O.C1CCC=2C=3C1=C1C(=NC3C=CC2)C2=CC3=C(C(N2C1)=O)COC(C3)=O